FC=1C(=CC2=C([C@@H](CCO2)N2C[C@H](NCC2)C2=C(C=CC=C2)OC(C)C)C1)F (3R)-1-[(4R)-6,7-difluoro-3,4-dihydro-2H-1-benzopyran-4-yl]-3-(2-isopropoxyphenyl)piperazine